C(C1=CC=CC=C1)N(C(C)C)CC1=NC(=NC(=N1)NC1=CC=C(C=C1)F)N 6-((benzyl(isopropyl)amino)methyl)-N2-(4-fluorophenyl)-1,3,5-triazine-2,4-diamine